ClC1=CC=C(C=C1)CCNCC(C)O 1-[2-(4-chlorophenyl)-ethylamino]-2-propanol